diacetoxybenzoyl ether C(C)(=O)OC=1C(=C(C(=O)OC(C2=C(C(=CC=C2)OC(C)=O)OC(C)=O)=O)C=CC1)OC(C)=O